(6-chloro-2-methyl-2H-indazol-5-yl)carbamoyl cyanide ClC=1C(=CC2=CN(N=C2C1)C)NC(=O)C#N